ClC=1C=C(NC=2C=3N(C=CN2)C(=CN3)C3=C(C(=C(OC(C#N)C)C=C3)F)F)C=CC1C(=O)N1CCN(CC1)CCN(C)C 2-[4-[8-[3-chloro-4-[4-[2-(dimethylamino)ethyl]piperazine-1-carbonyl]anilino]imidazo[1,2-a]pyrazin-3-yl]-2,3-difluoro-phenoxy]propanenitrile